1,3-bis(tert-butylamino)propan-2-ol C(C)(C)(C)NCC(CNC(C)(C)C)O